N-(2-(5-(2-acetamidopyridin-4-yl)-2-(methylthio)-1-((2-(trimethylsilyl)ethoxy)methyl)-1H-imidazol-4-yl)phenyl)-4-methylthiophene-2-carboxamide C(C)(=O)NC1=NC=CC(=C1)C1=C(N=C(N1COCC[Si](C)(C)C)SC)C1=C(C=CC=C1)NC(=O)C=1SC=C(C1)C